5-methoxy-1-phenyl-7-(trifluoromethyl)quinazolin-2(1H)-one COC1=C2C=NC(N(C2=CC(=C1)C(F)(F)F)C1=CC=CC=C1)=O